6-methyl-3-nitro-2H-chromene CC=1C=C2C=C(COC2=CC1)[N+](=O)[O-]